N-cyclopentyl-2,6-dihydroxy-5'-methyl-4-pentyl-2'-(prop-1-en-2-yl)-1',2',3',4'-tetrahydro-[1,1'-biphenyl]-3-carboxamide C1(CCCC1)NC(=O)C=1C(=C(C(=CC1CCCCC)O)C1C(CCC(=C1)C)C(=C)C)O